N1=CC=C(C2=CC=CC=C12)N1CCN(CC1)C(=O)[C@H]1CN(CC1)S(=O)(=O)C1=CC=C(C=C1)NC(C)=O (R)-N-(4-((3-(4-(quinolin-4-yl)piperazin-1-carbonyl)pyrrolidin-1-yl)sulfonyl)phenyl)acetamide